F[C@@H]1COCC[C@@H]1NC1=NC=C2N=C(N(C2=N1)C1CCC(CC1)C(=O)N)NC1=C(C=C(C=C1F)F)F (1r,4S)-4-(2-((3S,4S)-3-fluorotetrahydro-2H-pyran-4-ylamino)-8-(2,4,6-trifluorophenylamino)-9H-purin-9-yl)cyclohexanecarboxamide